O1CCCOC12CCCCC2 1,5-dioxa-spiro[5.5]undecane